C(C)(C)(C)OC(=O)N1CCN(CC1)CC(=O)N 4-(2-amino-2-oxoethyl)piperazine-1-carboxylic acid tert-butyl ester